2,4-bis(t-butylphenyl)-3,5-di-t-butyl-4-hydroxybenzoate C(C)(C)(C)C1=C(C=CC=C1)C1=C(C(=O)[O-])C=C(C(C1C(C)(C)C)(O)C1=C(C=CC=C1)C(C)(C)C)C(C)(C)C